COC1=C2C(=CNC2=C(C=C1)C)CCN(C)C 2-(4-methoxy-7-methyl-1H-indol-3-yl)-N,N-dimethylethan-1-amine